1-Oxo-2,3-dihydro-1H-pyrrolizine-5-carboxylic acid ethyl ester C(C)OC(=O)C=1N2CCC(C2=CC1)=O